FC(C1NC(N(C1)CC1=CC=C2C(=N1)N(C=N2)COCC[Si](C)(C)C)=O)(F)F 4-(trifluoromethyl)-1-((3-((2-(trimethylsilyl)ethoxy)methyl)-3H-imidazo[4,5-b]pyridin-5-yl)methyl)imidazolidin-2-one